N-[(1S)-1-(4-bromophenyl)-2,2,2-trifluoroethyl]-N-methylacetamide BrC1=CC=C(C=C1)[C@@H](C(F)(F)F)N(C(C)=O)C